(R)-2,2-difluoro-2-(3-(1-((7-methoxy-2-methyl-6-((7-(piperidin-1-yl)heptyl)oxy)-quinazolin-4-yl)amino)ethyl)phenyl)ethan-1-ol FC(CO)(C1=CC(=CC=C1)[C@@H](C)NC1=NC(=NC2=CC(=C(C=C12)OCCCCCCCN1CCCCC1)OC)C)F